(2S)-3,4-dihydro-2H-pyran-2-yl[methyl]-2-methyl-propane-2-sulfinamide O1[C@@H](CCC=C1)C(C(C)(S(=O)N)C)C